9-(2'-C-methyl-β-D-ribofuranosyl)-6-(thiophen-3-yl)-purine C[C@@]1([C@@H](O[C@@H]([C@H]1O)CO)N1C2=NC=NC(=C2N=C1)C1=CSC=C1)O